[1,2,4]Triazolo[1,5-c]Pyrimidine-8-carboxylic acid N=1C=NN2C=NC=C(C21)C(=O)O